C(C)(C)C1=C(C=C(C(=C1)CCC1=CC=C(C=C1)OC)O)O 4-isopropyl-6-(4-methoxyphenylethyl)benzene-1,3-diol